C(C)C1=CC(=NN1)C1=CN=C2N1N=C(C=C2)NC21CCC(CC2)(CC1)C(C)(C)O 2-(4-((3-(5-ethyl-1H-pyrazol-3-yl)imidazo[1,2-b]pyridazin-6-yl)amino)bicyclo[2.2.2]octan-1-yl)propan-2-ol